(R)-4-((4-(cyclopropylethynyl)-2-oxo-4-(trifluoromethyl)-2,4-dihydro-1H-benzo[d][1,3]oxazin-7-yl)methyl)benzenesulfonamide C1(CC1)C#C[C@@]1(C2=C(NC(O1)=O)C=C(C=C2)CC2=CC=C(C=C2)S(=O)(=O)N)C(F)(F)F